2-amino-7-hydroxy-1,8-naphthyridine NC1=NC2=NC(=CC=C2C=C1)O